C(C)(C)(C)[C@]1(N(C[C@@H](C(C1)=O)C)C(=O)O)C.FC(C(C1=C(C(=C(C(=C1F)F)F)F)F)(F)F)(NC(=N)N)F 1-(perfluorophenethyl)guanidine tert-butyl-(2S,5S)-2,5-dimethyl-4-oxopiperidine-1-carboxylate